6-benzyl-3-(4-chlorophenyl)-5-methylpyrazolo[1,5-a]pyrimidine-7-ol C(C1=CC=CC=C1)C=1C(=NC=2N(C1O)N=CC2C2=CC=C(C=C2)Cl)C